O1CCN(CC1)C[C@@H](C)O (R)-1-morpholinopropan-2-ol